FC=1C=C2C(NN=C(C2=CC1F)[C@@H](C)N(C(=O)C=1C=C2C(=CC=CN2C1)C(F)F)C)=O (R)-N-(1-(6,7-difluoro-4-oxo-3,4-dihydrophthalazin-1-yl)ethyl)-8-(difluoromethyl)-N-methylindolizine-2-carboxamide